methyl 1-[4-[(4-fluorophenyl)methylamino]phenyl]-9H-pyrido[3,4-b]indole-3-carboxylate FC1=CC=C(C=C1)CNC1=CC=C(C=C1)C1=NC(=CC2=C1NC1=CC=CC=C21)C(=O)OC